FC(C1=C(C=CC=C1)C1=CC=C(C=C1)CN1C=CC=2C1=CC=C1C(=NC(=NC21)N)N)(F)F 7-((2'-(trifluoromethyl)-[1,1'-biphenyl]-4-yl)methyl)-7H-pyrrolo[2,3-h]quinazoline-2,4-diamine